C1(CC1)N1C(C(=CC=C1)NC(=O)C=1C(=CC=2N(C1)C=C(N2)C21COC(C2)(C1)C)O[C@H](CF)C)=O (S)-N-(1-cyclopropyl-2-oxo-1,2-dihydropyridin-3-yl)-7-((1-fluoropropan-2-yl)oxy)-2-(1-methyl-2-oxabicyclo[2.1.1]hexan-4-yl)imidazo[1,2-a]pyridine-6-carboxamide